ClC1=CC(=C(C=C1C#N)NS(=O)(=O)C=1C=C(C(=O)OC)C=CC1C1CC1)O[C@@H](C)C1CCC1 methyl (S)-3-(N-(4-chloro-5-cyano-2-(1-cyclobutylethoxy)phenyl)sulfamoyl)-4-cyclopropylbenzoate